9,9-bis(4-(2-hydroxyethoxy)phenyl)-3,6-bis(1-naphthyl)fluorene OCCOC1=CC=C(C=C1)C1(C2=CC=C(C=C2C=2C=C(C=CC12)C1=CC=CC2=CC=CC=C12)C1=CC=CC2=CC=CC=C12)C1=CC=C(C=C1)OCCO